1-((1r,3r)-3-((4-methoxy-5-(1-methyl-1H-benzo[d][1,2,3]triazol-6-yl)pyrrolo[2,1-f][1,2,4]triazin-2-yl)amino)-1-methylcyclobutyl)pyrrolidin-2-one COC1=NC(=NN2C1=C(C=C2)C=2C=CC1=C(N(N=N1)C)C2)NC2CC(C2)(C)N2C(CCC2)=O